[Cl-].OC(C[N+](CC)(CC)CC)CO 2,3-dihydroxypropyl-triethylammonium chloride